((2'-(4-(4-fluorophenyl)piperidin-1-yl)-[2,4'-bipyrimidinyl]-4-yl)ethynyl)-1H-indazole FC1=CC=C(C=C1)C1CCN(CC1)C1=NC=CC(=N1)C1=NC=CC(=N1)C#CN1N=CC2=CC=CC=C12